C(C)(C)(C)C1=NS(C=2C(=N1)CCCC2)(=O)=O 3-tert-butyl-6,7-dihydro-5H-1,2,4-benzothiadiazine-1,1-dioxide